7-amino-N-{5,5-difluoro-2-[3-(methoxymethyl)-4-(methylamino)pyrrolidin-1-yl]-5,6,7,8-tetrahydroquinolin-6-yl}-3-methylthieno[2,3-b]pyrazine-6-carboxamide NC1=C(SC2=NC(=CN=C21)C)C(=O)NC2C(C=1C=CC(=NC1CC2)N2CC(C(C2)NC)COC)(F)F